1-(cyclopropylmethyl)-7-(4-(difluoromethoxy)phenyl)-5-(2-methyl-2H-indazol-5-yl)-1,5-dihydro-6H-pyrazolo[4,3-c]pyridazin-6-one C1(CC1)CN1N=CC2=NN(C(C(=C21)C2=CC=C(C=C2)OC(F)F)=O)C2=CC1=CN(N=C1C=C2)C